3-ethoxy-1H-pyrazole C(C)OC1=NNC=C1